((2R,4S)-1-(tert-Butoxycarbonyl)-4-phenylpiperidine-2-carbonyl)-L-alanine C(C)(C)(C)OC(=O)N1[C@H](C[C@H](CC1)C1=CC=CC=C1)C(=O)N[C@@H](C)C(=O)O